CC=1C(CCCC1)=O 2-METHYLCYCLOHEX-2-ENONE